C1(CC1)N1C[C@@H](CCCC1)NC1=C2C(=NC=3C=C(C(=CC13)OC)OC)CCC2 (3R)-1-cyclopropyl-N-{6,7-dimethoxy-1H,2H,3H-cyclopenta[b]quinolin-9-yl}azepan-3-amine